4-methyl-N-(4-methyl-3-(4-(5-morpholinopyridin-3-yl)-1H-pyrazol-1-yl)phenyl)-3-(trifluoromethyl)benzamide CC1=C(C=C(C(=O)NC2=CC(=C(C=C2)C)N2N=CC(=C2)C=2C=NC=C(C2)N2CCOCC2)C=C1)C(F)(F)F